BrC(C(=O)C1=CC=CC=C1)OC1=NC(=NC=C1)Cl 2-bromo-2-(2-chloropyrimidin-4-yloxy)-1-phenylethanone